7-Ethyl-4-(4-fluoro-3-(8-methoxy-3-ethyl-[1,2,4]triazolo[4,3-a]pyridin-7-yl)phenyl)-7H-imidazo[4,5-c]pyridazine C(C)N1C=NC2=C1N=NC=C2C2=CC(=C(C=C2)F)C2=C(C=1N(C=C2)C(=NN1)CC)OC